N-{(6R*,7S*,7aS)-2-[4-(2,6-difluorophenyl)-1,2-benzoxazol-3-yl]-7-methyl-3-oxohexahydro-1H-pyrrolo[1,2-c]imidazol-6-yl}ethanesulfonamide FC1=C(C(=CC=C1)F)C1=CC=CC2=C1C(=NO2)N2C(N1[C@H](C2)[C@@H]([C@H](C1)NS(=O)(=O)CC)C)=O |o1:22,23|